N-(2,6-difluorobenzyl)-2-(2-((3-methyl-1H-pyrazol-5-yl)amino)-5,6-dihydro-1,7-naphthyridin-7(8H)-yl)-2-oxoacetamide FC1=C(CNC(C(=O)N2CCC=3C=CC(=NC3C2)NC2=CC(=NN2)C)=O)C(=CC=C1)F